C(C)(=O)N1CCC(CC1)NCC=1C=C2C=CN(C2=CC1)CC(F)(F)F 5-{[(1-acetylpiperidin-4-yl)amino]methyl}-1-(2,2,2-trifluoroethyl)-1H-indol